FC(C(=O)O)(F)F.CN1C(N(CC1)[C@H]1CN(CCC1)C=1N=C(C(=NC1)C(=O)N)NC1=CC=C(C=C1)N1CCNCC1)=O 5-[(3R)-3-(3-methyl-2-oxoimidazolidin-1-yl)piperidin-1-yl]3-{[4-(piperazin-1-yl)phenyl]amino}pyrazine-2-carboxamide trifluoroacetate